ClC1=C(C=CC=C1Cl)N1CCN(CC1)CCCCON1C(CCC2=CC=CC=C12)=O 4-[4-(2,3-dichlorophenyl)piperazin-1-yl]butoxy-3,4-dihydroquinolin-2(1H)-one